6-benzyl-2,3,8-trihydroxy-6H-dibenzo[c,e][1,2]thiazine 5,5-dioxide C(C1=CC=CC=C1)N1S(C2=C(C3=C1C=C(C=C3)O)C=C(C(=C2)O)O)(=O)=O